7-(4-chloro-3-fluorophenyl)-5-cyclohexyl-5,6,7,8-tetrahydro-2,7-naphthyridine-3-carboxylic acid ClC1=C(C=C(C=C1)N1CC(C=2C=C(N=CC2C1)C(=O)O)C1CCCCC1)F